aminopropyltrimethoxyTitanium NCCC[Ti](OC)(OC)OC